ethyl 2-(3-cyano-1-isopropyl-1H-indol-5-yl)-5-methyl-2H-1,2,3-triazole-4-carboxylate C(#N)C1=CN(C2=CC=C(C=C12)N1N=C(C(=N1)C(=O)OCC)C)C(C)C